C1N(CC12CNCCC2)C(=O)OC(C)(C)C tert-butyl 2,6-diaza-spiro[3.5]nonane-2-carboxylate